1-propylbutyl-2,4,6(1H,3H,5H)-pyrimidinetrione C(CC)C(CCC)N1C(NC(CC1=O)=O)=O